C(C)OC(=O)C=1N=C(SC1CCCOC1=C(C=C(C=C1)C#CCN(C)C)F)N 2-amino-5-(3-{4-[3-(dimethylamino)prop-1-yn-1-yl]-2-fluorophenoxy}propyl)-1,3-thiazole-4-carboxylic acid ethyl ester